2-(1-((4'-(1,1,1,3,3,3-hexafluoro-2-hydroxypropan-2-yl)-2-methyl-[1,1'-biphenyl]-4-yl)methyl)-4-(pyridin-4-ylmethyl)piperazin-2-yl)acetic acid FC(C(C(F)(F)F)(O)C1=CC=C(C=C1)C1=C(C=C(C=C1)CN1C(CN(CC1)CC1=CC=NC=C1)CC(=O)O)C)(F)F